ClC=1C(=NC(=CC1)NC1=CC=C2C=CNC2=C1)NC1=CC=C2C=CNC2=C1 3-chloro-N2,N6-bis(1H-indol-6-yl)pyridine-2,6-diamine